N1CC(CC1)C1=NN=C(O1)C1=C(NC2=CC=C(C=C2)C(F)(F)F)C=CC=C1 2-(5-(pyrrolidin-3-yl)-1,3,4-oxadiazol-2-yl)-N-(4-(trifluoromethyl)phenyl)aniline